(3-(triethoxysilyl) propyl) carbamate C(N)(OCCC[Si](OCC)(OCC)OCC)=O